[Fe](Cl)Cl.C1(=CC=CC=C1)P(C1=CC=CC=C1)C1=CC=CC=C1.C1(=CC=CC=C1)P(C1=CC=CC=C1)C1=CC=CC=C1 di(triphenyl-phosphorus) iron dichloride